5-chloro-1'-(2-{[8-(3-hydroxyazetidin-1-yl)-1,7-naphthyridin-3-yl]oxy}ethyl)-1,2-dihydrospiro[indole-3,4'-piperidin]-2-one ClC=1C=C2C(=CC1)NC(C21CCN(CC1)CCOC=1C=NC2=C(N=CC=C2C1)N1CC(C1)O)=O